C(C)(=O)N([S@](=O)C=1C=C(C=CC1)NC(C1=C(N=CC(=C1C)C(F)(F)F)OC=1C(=NC(=CC1)F)C)=O)C (R)-N-(3-(N-acetyl-S-methylamino-sulfinyl)phenyl)-2-((6-fluoro-2-methylpyridin-3-yl)oxy)-4-methyl-5-(trifluoromethyl)nicotinamide